(R)-N-(1-(3-(difluoromethyl)-2-fluorophenyl)ethyl)-6-(3,6-dihydro-2H-thiopyran-4-yl)-2-methyl-8,9-dihydrofuro[2,3-H]quinazolin-4-amine FC(C=1C(=C(C=CC1)[C@@H](C)NC1=NC(=NC2=C3C(=C(C=C12)C=1CCSCC1)OCC3)C)F)F